ClC=1C(=CC(=C(C1)N1C(CC2=NC=CC=C21)C(=O)N)F)F (5-Chloro-2,4-difluorophenyl)-2,3-dihydro-1H-pyrrolo[3,2-b]pyridine-2-carboxamide